C1C2CCC3OC4C(C1=C23)=CC(=CC4)C(=O)O hexahydro-1H-4-oxabenzo[f]cyclobuta[cd]indene-7-carboxylic acid